CC1=C(N)C=CC(=C1)OCC1=CC=C(C=C1)SC(F)(F)F 2-methyl-4-((4-(trifluoromethylthio)benzyl)oxy)aniline